COC(=O)C1=CC=NN1CCN1CC(C1)(F)F 1-(2-(3,3-Difluoroazetidin-1-yl)ethyl)-1H-pyrazole-5-carboxylic acid methyl ester